2-(4-bromophenyl)-3a-methyl-3,3a,4,5-tetrahydrocyclopenta[de]isoquinolin-1(2H)-one BrC1=CC=C(C=C1)N1C(C=2C=CC=C3C2C(C1)(CC3)C)=O